Sodium Cumenesulphonate CC(C)(C1=CC=CC=C1)S(=O)(=O)[O-].[Na+]